N-(3-hydroxy-2,6-dimethyl-phenyl)-2-[(1-methylpyrazol-3-yl)amino]oxazole-5-carboxamide OC=1C(=C(C(=CC1)C)NC(=O)C1=CN=C(O1)NC1=NN(C=C1)C)C